trans-4-(trans-4'-propylcyclohexyl)benzonitrile C(CC)[C@@H]1CC[C@H](CC1)C1=CC=C(C#N)C=C1